1-(4-aminopiperidin-1-yl)-2-(4-(trifluoromethyl)phenyl)ethan-1-one NC1CCN(CC1)C(CC1=CC=C(C=C1)C(F)(F)F)=O